FC(S(=O)(=O)OC1=C(C=C(C=C1)C(C(F)(F)F)(C)C)C)(F)F [2-methyl-4-(2,2,2-trifluoro-1,1-dimethyl-ethyl)phenyl] trifluoromethanesulfonate